FC(C1=NN2C(N=C(C=C2NCC(C2=CC=C(C=C2)F)C2CCN(CC2)C(=O)N)C(F)(F)F)=C1)(F)F 4-(2-((2,5-bis(trifluoromethyl)pyrazolo[1,5-a]pyrimidin-7-yl)amino)-1-(4-fluorophenyl)ethyl)piperidine-1-carboxamide